3,5-dimethoxymannonamide CO[C@]([C@@H](C(=O)N)O)(O)[C@H](O)[C@](O)(CO)OC